(S)-6-cyclopropyl-2-(4,4-difluoroazepan-1-yl)-4-methyl-N-(3-(S-methylsulfonimidoyl)phenyl)-5-(trifluoromethyl)nicotinamide C1(CC1)C1=NC(=C(C(=O)NC2=CC(=CC=C2)[S@](=O)(=N)C)C(=C1C(F)(F)F)C)N1CCC(CCC1)(F)F